FC1=C(C=CC=C1)[C@@H]1CC[C@H]2OC3(C(N21)=O)CN(C3)C=3OC(=NN3)C (5'S,7a'R)-5'-(2-fluorophenyl)-1-(5-methyl-1,3,4-oxadiazol-2-yl)tetrahydro-3'H-spiro[azetidine-3,2'-pyrrolo[2,1-b][1,3]oxazol]-3'-one